C(=O)(OC(C)(C)C)N1[C@H](COCC1)C=O (R)-N-boc-3-morpholinecarbaldehyde